C(C)(C)(C)OC(=O)N1CCC(=CC1)C1=C(C=C(C(=C1)F)NC=1C(=NC(=CC1)OCC1=CC=CC=C1)OCC1=CC=CC=C1)F 4-(4-((2,6-bis(benzyloxy)pyridin-3-yl)amino)-2,5-difluorophenyl)-3,6-dihydropyridine-1(2H)-carboxylic acid tert-butyl ester